2-bromo-5-(tert-butyl)benzofuran BrC=1OC2=C(C1)C=C(C=C2)C(C)(C)C